Pentachlorostyrol ClC1=C(C(=C(C(=C1C=C)Cl)Cl)Cl)Cl